C(C)(=O)OCC=1SC(=NN1)C1=CC=C(C=C1)N1CCC(CC1)OC1=C(C=CC=C1Cl)Cl (5-(4-(4-(2,6-dichlorophenoxy)piperidin-1-yl)phenyl)-1,3,4-thiadiazol-2-yl)methyl acetate